CN1C(N(CCC1)CCCNC1=NC=NC=C1C#N)=O 4-((3-(3-methyl-2-oxotetrahydropyrimidin-1(2H)-yl)propyl)amino)pyrimidine-5-carbonitrile